C[C@@H](CCC)NC[C@H](O)C1=CC(=CC=C1)F (R)-2-[(S)-1-methylbutylamino]-1-(m-fluorophenyl)-1-ethanol